1-ethyl-3-(3'-di-methylaminopropyl)carbodiimide hydrochloride Cl.C(C)N=C=NCCCN(C)C